ClC=1C=CC2=C(C=C3C=CC(N(C3=C2N1)C)=O)C1=CC=CC=C1 9-chloro-1-methyl-6-phenyl-1,10-phenanthroline-2(1H)-one